Thiodiethylenebis[3-(3,5-di-t-butyl-4-hydroxyphenyl) propionate] S(CCC(C(=O)[O-])CC1=CC(=C(C(=C1)C(C)(C)C)O)C(C)(C)C)CCC(C(=O)[O-])CC1=CC(=C(C(=C1)C(C)(C)C)O)C(C)(C)C